tert-butyl-((7-methylocta-7-en-1-yl)oxy)diphenylsilane C(C)(C)(C)[Si](C1=CC=CC=C1)(C1=CC=CC=C1)OCCCCCCC(=C)C